6-{[(1R)-1-(4-Chlorophenyl)-5-[cyclopropyl(hydroxy)(1-methyl-1H-imidazol-4-yl)methyl]-7-fluoro-3-oxo-1-[(3S)-oxolan-3-yloxy]-2,3-dihydro-1H-isoindol-2-yl]methyl}pyridin-3-carbonitril ClC1=CC=C(C=C1)[C@@]1(N(C(C2=CC(=CC(=C12)F)C(C=1N=CN(C1)C)(O)C1CC1)=O)CC1=CC=C(C=N1)C#N)O[C@@H]1COCC1